C(C)(C)N1C(N(C=2N=NC=3C=CC(=CC3C21)C=2C=CC(=NC2)[C@@H](C)OCC=O)C)=O (R)-2-(1-(5-(1-isopropyl-3-methyl-2-oxo-2,3-dihydro-1H-imidazo[4,5-c]cinnolin-8-yl)pyridin-2-yl)ethoxy)acetaldehyde